BrC=1C(=C(C(=CC1)F)CO)OC (3-bromo-6-fluoro-2-methoxyphenyl)methanol